diisopropyl-cyclohex-1-ene-1,2-dicarboxylic acid C(C)(C)C1(C(=C(CCC1)C(=O)O)C(=O)O)C(C)C